6-hydroxy-5-(hydroxymethyl)-3a,5,6,6a-tetrahydro-3H-furo[2,3-d]oxazol-2-one OC1C(OC2NC(OC21)=O)CO